(S)-1-(3-(4-((3-Chloro-2-fluorophenyl)amino)pyrido[3,2-d]pyrimidin-6-yl)pyrrolidin-1-yl)prop-2-en-1-one ClC=1C(=C(C=CC1)NC=1C2=C(N=CN1)C=CC(=N2)[C@@H]2CN(CC2)C(C=C)=O)F